(4-(7-((4-chlorophenyl)amino)-1-methyl-6,7-dihydro-5H-benzo[c][1,2,3]triazolo[1,5-a]azepin-9-yl)phenyl)carbamate ClC1=CC=C(C=C1)NC1C2=C(C=3N(CC1)N=NC3C)C=CC(=C2)C2=CC=C(C=C2)NC([O-])=O